C1(CCCCC1)N(SC=1SC2=C(N1)C=CC=C2)C2CCCCC2 N,N-dicyclohexyl-2-benzothiazolylsulfenamide